C1(CCCCC1)N1C(=CC=2C1=C1C(=NC2)NC=C1)CC1=CC=C(C=C1)C 1-cyclohexyl-2-(4-methylbenzyl)-1,6-dihydrodipyrrolo[2,3-b:2',3'-d]pyridine